Tert-butyl 2-(2-(2-isopropylphenyl)-4-neopentyl-6-oxopiperazin-1-yl)-7-azaspiro[3.5]Nonane-7-carboxylate C(C)(C)C1=C(C=CC=C1)C1N(C(CN(C1)CC(C)(C)C)=O)C1CC2(C1)CCN(CC2)C(=O)OC(C)(C)C